ClC=1C=CC2=C(CC(CC=3N2C(=NN3)[C@@H]3CN(CC3)CC3=NC=CC=C3)OC)C1 8-Chloro-5-methoxy-1-[(3S)-1-(pyridin-2-ylmethyl)pyrrolidin-3-yl]-5,6-dihydro-4H-[1,2,4]triazolo[4,3-a][1]benzazepin